6-chloro-5',6'-dihydro-[2,4'-bipyridine] ClC1=CC=CC(=N1)C1=CC=NCC1